C(C)(C)(C)OC(=O)NC1CCNCC1 N-(tert-Butoxycarbonyl)-N-(4-piperidinyl)amine